OCCN(C=1N=C(C2=C(N1)C(=NC(=N2)N(CCOC)CCOC)N2CCC(CC2)OC)N2CCN(C(C2)C)C)CCO 4-(2-(bis(2-hydroxyethyl)amino)-6-(bis(2-methoxyethyl)amino)-8-(4-methoxypiperidin-1-yl)pyrimido[5,4-d]pyrimidin-4-yl)-1,6-dimethylpiperazin